CN1CCN(CC1)C=1C=CC(=NC1)NC=1C=CC(=C2CNC(C12)=O)C1=CC(=NC=C1)N1CCC2(CCOCC2)CC1 7-[[5-(4-methylpiperazin-1-yl)-2-pyridyl]amino]-4-[2-(3-oxa-9-azaspiro[5.5]undecan-9-yl)-4-pyridyl]isoindolin-1-one